1-Pentyl-3-propylpyrrolium triflat [O-]S(=O)(=O)C(F)(F)F.C(CCCC)[NH+]1C=C(C=C1)CCC